3-methoxy-α-trifluoromethylstyrene COC=1C=C(C(=C)C(F)(F)F)C=CC1